6-(5-nitro-1H-pyrazol-3-yl)-7H-[1,2,4]triazolo[4,3-b][1,2,4]triazole-3,7-diamine [N+](=O)([O-])C1=CC(=NN1)C=1N(C=2N(N1)C(=NN2)N)N